1-[4-[5-[5-amino-6-(5-tert-butyl-1,3,4-oxadiazol-2-yl)pyrazin-2-yl]-1-ethyl-1,2,4-triazol-3-yl]piperidin-1-yl]-3-hydroxypropan-1-one NC=1N=CC(=NC1C=1OC(=NN1)C(C)(C)C)C1=NC(=NN1CC)C1CCN(CC1)C(CCO)=O